C(#N)C=1C(=NSC1NC(COC=1C=CC=C2C(=NN(C12)C)C1C(NC(CC1)=O)=O)=O)C N-(4-Cyano-3-methylisothiazol-5-yl)-2-((3-(2,6-dioxopiperidin-3-yl)-1-methyl-1H-indazol-7-yl)oxy)acetamide